thienocyclopentadienyl-zirconocene ethyl-2-methyl-1,3-dioxolane-2-acetate C(C)OC(CC1(OCCO1)C)=O.S1C(=CC2=C1C=C=C2)[C-]2C=CC=C2.[CH-]2C=CC=C2.[Zr+2]